N-[(4-fluoro-2-methoxyphenyl)methyl]-6-methyl-4-[(1-methylcyclopropyl)amino]furo[2,3-d]pyrimidine-5-carboxamide FC1=CC(=C(C=C1)CNC(=O)C1=C(OC=2N=CN=C(C21)NC2(CC2)C)C)OC